CS(=O)(=NC1=NC(=NC(=C1)N1[C@@H](COCC1)C)C=1C2=C(N=CN1)NC=C2)C (R)-dimethyl((6-(3-methylmorpholino)-2-(7H-pyrrolo[2,3-d]-pyrimidin-4-yl)-pyrimidin-4-yl)imino)-λ6-sulfanone